C(CCCCCCCCCCCCCCC)(=O)OCC(COC(CCCCCCCCCCCCCCC)=O)OC(C(CC(=O)O)C)=O 4-((1,3-bis(palmitoyloxy)propan-2-yl)oxy)-3-methyl-4-oxobutanoic acid